C(C)(C)(C)OC(=O)N[C@@H](CC1=CC=CC=C1)C(=O)N[C@@H](CCCNC(=O)N)C(=O)O N-(tert-butoxycarbonyl)-L-phenylalanyl-L-citrulline